bis(3,4-difluorophenyl) sulfone FC=1C=C(C=CC1F)S(=O)(=O)C1=CC(=C(C=C1)F)F